(S)-4-((5,7-difluorochroman-4-yl)oxy)-N,N,2-trimethyl-1H-benzo[d]imidazole-6-formamide FC1=C2[C@H](CCOC2=CC(=C1)F)OC1=CC(=CC=2NC(=NC21)C)C(=O)N(C)C